C(C)(=O)OCNC([C@H](C)NC(=O)OCC1C2=CC=CC=C2C=2C=CC=CC12)=O [(2S)-2-[[(9H-fluoren-9-ylmethoxy)carbonyl]amino]-propanamido]methyl acetate